n-butyliminobis(diethylamino)cyclopentadienyl-niobium C(CCC)N=[Nb](C1C=CC=C1)(N(CC)CC)N(CC)CC